O=S1(C2=C(OCCN1C1=CC=C(C=C1)C(F)(F)F)C=CC(=C2)NC(=O)C=2N=COC2)=O N-(1,1-dioxido-2-(4-(trifluoromethyl)phenyl)-3,4-dihydro-2H-benzo[b][1,4,5]oxathiazepin-8-yl)oxazole-4-carboxamide